[2-(2-benzyloxyethoxy)-1-methyl-ethyl] 4-methylbenzenesulfonate CC1=CC=C(C=C1)S(=O)(=O)OC(COCCOCC1=CC=CC=C1)C